FC1=CC=C2C(=C(C=NC2=C1C1=C(C(=CC(=C1)F)F)F)C(=O)NN1C2=C(OCC1)C=CC(=C2)F)N2CC(C2)F 7-fluoro-N-(6-fluoro-2,3-dihydro-4H-benzo[b][1,4]oxazin-4-yl)-4-(3-fluoroazetidin-1-yl)-8-(2,3,5-trifluorophenyl)quinoline-3-carboxamide